7-[5-(1-piperidinyl)pentyloxy]-3-acetylcoumarin oxime N1(CCCCC1)CCCCCOC1=CC=C2C=C(C(OC2=C1)=NO)C(C)=O